C(C)(C)(C)OC(=O)N1C2CCC(C1)(CC2)C=2SC1C(N2)C=C(C=C1)Br.NC1=C(C=CC(=C1)NCCO)OC 2-amino-4-(2-hydroxyethyl)aminoanisole tert-butyl-4-(5-bromo-3a,7a-dihydro-1,3-benzothiazol-2-yl)-2-azabicyclo[2.2.2]octane-2-carboxylate